3-([1,3]dioxolo[4,5-b]pyridin-6-ylamino)-N-(1-(2-(methyl-(2-(p-tolyloxy)ethyl)amino)-2-oxoethyl)-1H-pyrazol-4-yl)propanamide O1COC2=NC=C(C=C21)NCCC(=O)NC=2C=NN(C2)CC(=O)N(CCOC2=CC=C(C=C2)C)C